CCCCCCCC/C=C\\CCCCCCCC(=O)OC[C@H](COP(=O)([O-])OC[C@H](CO)O)O The molecule is a 1-acyl-sn-glycero 3-phospho-(1'-sn-glycerol)(1-) in which the acyl group is specified as 9Z-octadecenoyl; major species at pH 7.3. It is a conjugate base of a 1-(9Z-octadecenoyl)-sn-glycero-3-phospho-(1'-sn-glycerol).